FC(C(=O)O)(F)F.COC=1C=C2CC3(CCNCC3)[C@@H](C2=CC1)N[S@](=O)C(C)(C)C (R)-N-((S)-5-methoxy-1,3-dihydrospiro[indene-2,4'-piperidin]-1-yl)-2-methylpropane-2-sulfinamide 2,2,2-trifluoroacetate